3-[(2-chloro-6-fluorophenyl)methyl]-4-[3-(4,4-difluoropiperidin-1-yl)propyl]-4,5-dihydro-1,2,4-oxadiazol-5-one ClC1=C(C(=CC=C1)F)CC1=NOC(N1CCCN1CCC(CC1)(F)F)=O